OCC(=O)[C@@H](O)[C@H](O)[C@H](O)CO D-Fructose